C(=O)(OC(C1=CC=C(C=C1)C)=O)C(O)C(O)C(=O)OC(C1=CC=C(C=C1)C)=O bis(4-methylbenzoyl) tartrate